CC1=C(S(=O)(=O)O)C=CC(=C1)C.CC1=CC=C(C=C1)S(=O)(=O)OC methyl p-toluenesulfonate (methyl tosylate)